COC=1C=C2CNCC2=CC1OC 5,6-dimethoxyisoindoline